N-[3,4-dichloro-2-(3-fluoropyridine-2-carbonyl)phenyl]acetamide ClC=1C(=C(C=CC1Cl)NC(C)=O)C(=O)C1=NC=CC=C1F